di(tert-butylphenyl) phenyl phosphate CC(C)(C)C1=CC=CC=C1OP(=O)(OC2=CC=CC=C2)OC3=CC=CC=C3C(C)(C)C